7-(6-(((1R,2R,3S,5S)-2-fluoro-8-azabicyclo[3.2.1]oct-3-yl)(methyl)amino)-1,2,4-triazin-3-yl)-6-hydroxy-3-methylquinazolin-4(3H)-one F[C@@H]1[C@H]2CC[C@@H](C[C@@H]1N(C1=CN=C(N=N1)C1=C(C=C3C(N(C=NC3=C1)C)=O)O)C)N2